N-(4-methyl-3-(5-morpholino-6-((tetrahydrofuran-3-yl)ethynyl)pyridin-3-yl)phenyl)-2-(trifluoromethyl)isonicotinamide CC1=C(C=C(C=C1)NC(C1=CC(=NC=C1)C(F)(F)F)=O)C=1C=NC(=C(C1)N1CCOCC1)C#CC1COCC1